1-(5-chloropyridin-2-yl)-2-phenylpropan-2-en-1-one ClC=1C=CC(=NC1)C(C(=C)C1=CC=CC=C1)=O